S(=O)(=O)(O)O.NC1=CC=C(N(CC)CC)C=C1 para-amino-N,N-diethylaniline sulfate